2-((5-amino-4-((2-(dimethylamino)ethyl)(methyl)amino)-2-methoxyphenyl)amino)-8-methyl-6-(pyridin-3-yl)pyrido[2,3-d]pyrimidin-7(8H)-one NC=1C(=CC(=C(C1)NC=1N=CC2=C(N1)N(C(C(=C2)C=2C=NC=CC2)=O)C)OC)N(C)CCN(C)C